BrC=1N=C2C(=NC1)N(CC21CCCC1)C1=CC(=C(C=C1)F)F 2'-bromo-5'-(3,4-difluorophenyl)-5',6'-dihydrospiro[cyclopentane-1,7'-pyrrolo[2,3-b]pyrazine]